ClC=1C=C(C(=NC1)OC)S(=O)(=O)NC1=NC(=C(C=C1)F)COC=1C=C2C(=NC1)N(N=C2C)C2OCCCC2 5-chloro-N-[5-fluoro-6-([[3-methyl-1-(oxan-2-yl)pyrazolo[3,4-b]pyridin-5-yl]oxy]methyl)pyridin-2-yl]-2-methoxypyridine-3-sulfonamide